C(C)C=1C=NN2C1N=C(C=C2NCC=2C=CC(=NC2)OCCOCCOCCOC2CCN(CC2)C(=O)OC(C)(C)C)N2C(CCCC2)CCO tert-butyl 4-[2-[2-[2-[[5-[[[3-ethyl-5-[2-(2-hydroxyethyl)-1-piperidyl]pyrazolo[1,5-a]pyrimidin-7-yl]amino]methyl]-2-pyridyl]oxy] ethoxy]ethoxy]ethoxy]piperidine-1-carboxylate